2-Methyl-N-(1-(naphthalen-1-yl)cyclopropyl)-5-(pyrrolidin-2-ylmethoxy)benzamide CC1=C(C(=O)NC2(CC2)C2=CC=CC3=CC=CC=C23)C=C(C=C1)OCC1NCCC1